methyl 2-(1-tert-butoxycarbonyl-3-piperidyl)-7-(2-methoxy-4,6-dimethyl-phenyl)-1,8-naphthyridine-4-carboxylate C(C)(C)(C)OC(=O)N1CC(CCC1)C1=NC2=NC(=CC=C2C(=C1)C(=O)OC)C1=C(C=C(C=C1C)C)OC